2-(5-fluoro-2-methoxy-phenyl)-N-(2-pyridinyl)acetamide FC=1C=CC(=C(C1)CC(=O)NC1=NC=CC=C1)OC